((2-(((R)-5-((4,4-Difluorocyclohexyl)amino)-3-methylpentyl)oxy)-4-methylphenyl)sulfonyl)-L-proline FC1(CCC(CC1)NCC[C@H](CCOC1=C(C=CC(=C1)C)S(=O)(=O)N1[C@@H](CCC1)C(=O)O)C)F